lithium manganese phosphate lithium iron [Fe+2].[Li+].P(=O)([O-])([O-])[O-].[Mn+2].[Li+].P(=O)([O-])([O-])[O-]